3,6-bis(2-amino-4-methylphenoxy)benzonorborneneOctadecanedioic acid NC1=C(OC2C3C4=C(C2(CC3)C(CCCCCCCCCCCCCCCC(=O)O)C(=O)O)C=C(C=C4)OC4=C(C=C(C=C4)C)N)C=CC(=C1)C